8-(3-aminophenyl)-5-ethyl-2-((2-methoxy-4-(4-methylpiperazinyl)phenyl)amino)-5,8-dihydropteridine NC=1C=C(C=CC1)N1C=CN(C=2C=NC(=NC12)NC1=C(C=C(C=C1)N1CCN(CC1)C)OC)CC